O.O.O=[Os](=O)(=O)=O dioxo(dioxo)osmium, dihydrate